5-(2-(2-chloro-5-cyanophenyl)-5,7-difluoro-4-oxo-1,4-dihydroquinolin-6-yl)-N,N-dimethyl-2-(trifluoromethyl)benzamide tert-butyl-(S)-(1-(3-(furan-2-yl)phenyl)-2-hydroxyethyl)carbamate C(C)(C)(C)N(C(O)=O)[C@H](CO)C1=CC(=CC=C1)C=1OC=CC1.ClC1=C(C=C(C=C1)C#N)C=1NC2=CC(=C(C(=C2C(C1)=O)F)C=1C=CC(=C(C(=O)N(C)C)C1)C(F)(F)F)F